ClC1=C(C=CC(=C1)N=C=O)NC(C=C)=O N-(2-chloro-4-isocyanatophenyl)acrylamide